(E)-1-(6-((4-amino-7-methyl-5-(4-phenoxyphenyl)-7H-pyrrolo[2,3-d]pyrimidin-6-yl)ethynyl)-2-azaspiro[3.3]heptan-2-yl)-4-(3-fluoroazetidin-1-yl)but-2-en-1-one NC=1C2=C(N=CN1)N(C(=C2C2=CC=C(C=C2)OC2=CC=CC=C2)C#CC2CC1(CN(C1)C(\C=C\CN1CC(C1)F)=O)C2)C